O1COC2=C1C=CC(=C2)CN 2H-1,3-benzodioxol-5-ylmethylamine